C(C)(C)(C)N1CC(C1)C(C(=O)OC)NCC1=C(C=C(C=C1)OC)OC tert-Butyl-3-[1-[(2,4-dimethoxyphenyl)methylamino]-2-methoxy-2-oxo-ethyl]azetidine